NC1=NC=CC(=C1Cl)SC1=CN=C(C(N1)=O)N1CCC2([C@@H]([C@@H](OC2)C)N)CC1 6-((2-amino-3-chloropyridin-4-yl)thio)-3-((3S,4S)-4-amino-3-methyl-2-oxa-8-azaspiro[4.5]decan-8-yl)pyrazin-2(1H)-one